ClC=1C(=C(COC2=CC=C3CCNCC3=C2)C=CC1)F 7-((3-Chloro-2-fluorobenzyl)oxy)-1,2,3,4-tetrahydroisoquinoline